COC(=O)C1=CN(C(=C1)N1C(CCCC1)=O)C.C(=O)(OC(C)(C)C)N1CCNCC1 1-Bochexahydropyrazine methyl-1-methyl-5-(2-oxopiperidin-1-yl)-1H-pyrrole-3-carboxylate